3-(benzo[d]thiazol-7-yl)cyclobutan-1-ol S1C=NC2=C1C(=CC=C2)C2CC(C2)O